(S)-2-((((9H-fluoren-9-yl)methoxy)carbonyl)amino)-3-(1-(tert-butoxycarbonyl)-5-(pyridin-2-yl)-1H-indol-3-yl)propanoic acid C1=CC=CC=2C3=CC=CC=C3C(C12)COC(=O)N[C@H](C(=O)O)CC1=CN(C2=CC=C(C=C12)C1=NC=CC=C1)C(=O)OC(C)(C)C